NC1=C(C=C(C=N1)C=1C=C2N(N1)CC[C@]21CN(CC1)C(=O)NCC)N([C@H](C)C1=CC=CC=C1)C (3R)-2'-(6-amino-5-{methyl[(1R)-1-phenylethyl]amino}pyridin-3-yl)-N-ethyl-5',6'-dihydrospiro[pyrrolidine-3,4'-pyrrolo[1,2-b]pyrazole]-1-carboxamide